ClC1=C(C(=CC=C1Cl)O)[C@@H]1CC2=NN=C(N2C1)[C@@H]1CC(NC1)=O (R)-4-((S)-6-(2,3-dichloro-6-hydroxyphenyl)-6,7-dihydro-5H-pyrrolo[2,1-c][1,2,4]triazol-3-yl)pyrrolidin-2-one